4-(2-(methylcarbamoyl)thiazol-5-yl)piperazine-1-carboxylate CNC(=O)C=1SC(=CN1)N1CCN(CC1)C(=O)[O-]